ClC1=CC=C(C(=N1)C=1C=NN(C1)C)NC(C)C=1C=C(C=C2C(N(C=3N(C12)C=NC3C(=O)N(C)C)C)=O)C 9-(1-((6-chloro-2-(1-methyl-1H-pyrazol-4-yl)pyridin-3-yl)amino)ethyl)-N,N,4,7-tetramethyl-5-oxo-4,5-dihydroimidazo[1,5-a]quinazoline-3-carboxamide